C(C)(C)(C)OC(NC1(CC2CCC(C1)N2C2=NC(=C1C(=N2)N(N=C1C1=CC2=CC=CC=C2C=C1)COCC[Si](C)(C)C)C#N)C)=O (8-(4-cyano-3-(naphthalen-2-yl)-1-((2-(trimethylsilyl)ethoxy)methyl)-1H-pyrazolo[3,4-d]pyrimidin-6-yl)-3-methyl-8-azabicyclo[3.2.1]oct-3-yl)carbamic acid tert-butyl ester